BrC=1C=C(C=C(C1N[C@@H](CO[Si](C)(C)C(C)(C)C)CO)[N+](=O)[O-])S(=O)(=O)N (R)-3-bromo-4-((1-((tert-butyldimethylsilyl)oxy)-3-hydroxypropan-2-yl)amino)-5-nitrobenzeneSulfonamide